(S)-2-((4-((2-hydroxy-1-phenylethyl)amino)-5-(3-methyl-1,2,4-oxadiazol-5-yl)pyrimidin-2-yl)amino)-6,7-dihydro-5H-pyrrolo[3,4-b]pyridin-5-one OC[C@H](C1=CC=CC=C1)NC1=NC(=NC=C1C1=NC(=NO1)C)NC1=CC=C2C(=N1)CNC2=O